2-(2-(1-(4-chlorophenyl)-3-(4-fluorophenyl)-1H-pyrazol-4-yl)vinyl)isonicotinic acid ClC1=CC=C(C=C1)N1N=C(C(=C1)C=CC=1C=C(C(=O)O)C=CN1)C1=CC=C(C=C1)F